C1(CC1)COC=1N=CSC1C(=O)NC 4-(cyclopropylmethoxy)-N-methylthiazole-5-carboxamide